CN1N=C2C(NC(C=C2)=O)=C1 2-methyl-2,4-dihydro-5H-pyrazolo[4,3-b]Pyridin-5-one